C1(CC1)C1=NSC(=N1)N 3-cyclopropyl-1,2,4-thiadiazol-5-amine